6-chloro-3-(((R)-1-(2-((1R,5S,6S)-6-hydroxy-3-azabicyclo[3.1.0]hexan-3-yl)-3,6-dimethyl-4-oxo-3,4-dihydroquinazolin-8-yl)ethyl)amino)picolinic acid ClC1=CC=C(C(=N1)C(=O)O)N[C@H](C)C=1C=C(C=C2C(N(C(=NC12)N1C[C@@H]2C([C@@H]2C1)O)C)=O)C